C(C)N(C1=CC(=C(C2=N[Se]N=C21)[N+](=O)[O-])I)CC N,N-diethyl-6-iodo-7-nitrobenzo[c][1,2,5]selenadiazol-4-amine